4'-((2-Butyl-4-methyl-5-(2-morpholino-2-oxoethyl)-6-oxopyrimidin-1(6H)-yl)methyl)-N-(4,5-dimethylisoxazol-3-yl)-2'-(hydroxymethyl)-N-(methoxymethyl)-[1,1'-biphenyl]-2-sulfonamide C(CCC)C=1N(C(C(=C(N1)C)CC(=O)N1CCOCC1)=O)CC1=CC(=C(C=C1)C=1C(=CC=CC1)S(=O)(=O)N(COC)C1=NOC(=C1C)C)CO